C(C)(C)(C)OC(=O)NCC1(OC2=C(C1)C(=C(C=C2[C@@H](C)NC2=NC=1N(C=C2)N=CC1C(=O)OCC)F)F)C ethyl 5-(((1R)-1-(2-(((tert-butoxycarbonyl)amino)methyl)-4,5-difluoro-2-methyl-2,3-dihydrobenzofuran-7-yl)ethyl)amino)pyrazolo[1,5-a]pyrimidine-3-carboxylate